5-tert-butyl-4-hydroxy-3-n-propyl-1-isopropyl-pyrazole C(C)(C)(C)C1=C(C(=NN1C(C)C)CCC)O